N-([1,1':4',1''-terphenyl]-4-yl)-[1,1':2',1''-terphenyl]-4'-amine C1(=CC=C(C=C1)NC=1C=C(C(=CC1)C1=CC=CC=C1)C1=CC=CC=C1)C1=CC=C(C=C1)C1=CC=CC=C1